2-(4-(4-(aminomethyl)-1-oxo-1,2-dihydroisoquinolin-6-yl)-1-methyl-1H-pyrazol-5-yl)-4-chloro-6-cyclopropoxybenzonitrile hydrochloride Cl.NCC1=CNC(C2=CC=C(C=C12)C=1C=NN(C1C1=C(C#N)C(=CC(=C1)Cl)OC1CC1)C)=O